CN1N=CC=2CNC3=C(OC21)C=CC=C3 1-Methyl-4,5-dihydro-1H-benzo[b]pyrazolo[4,3-f][1,4]-oxazepine